F[C@H]1CN(CC[C@H]1OC)C1=NC=CC(=N1)NC=1N=CC2=C(C=CC(=C2C1)[C@@H]1[C@H](CC1)NC(C#CC)=O)N1CC(C1)CS(=O)(=O)C N-((1S,2R)-2-(3-((2-((3S,4R)-3-fluoro-4-methoxypiperidin-1-yl)pyrimidin-4-yl)amino)-8-(3-((methylsulfonyl)methyl)azetidin-1-yl)isoquinolin-5-yl)cyclobutyl)but-2-ynamide